ClC(OC1=CC=C(C=C1)NC(=O)C1=CN(C(C(=C1)C=1C=NC=CC1)=O)C)(F)F N-[4-[Chloro(difluoro)methoxy]phenyl]-1-methyl-6-oxo-5-(3-pyridyl)pyridine-3-carboxamide